tert-butyl 5-(oxetan-3-yl)indoline-1-carboxylate O1CC(C1)C=1C=C2CCN(C2=CC1)C(=O)OC(C)(C)C